O6-[2-(hydroxymethyl)-2-[(5-methylbicyclo[3.3.1]nonane-1-carbonyl)oxymethyl]-3-[6-[(Z)-non-3-enoxy]-6-oxo-hexanoyl]oxy-propyl] O1-[(Z)-non-3-enyl] hexanedioate C(CCCCC(=O)OCC(COC(CCCCC(=O)OCC\C=C/CCCCC)=O)(COC(=O)C12CCCC(CCC1)(C2)C)CO)(=O)OCC\C=C/CCCCC